CCCCCCCCCC=CC=C(C=CC=CC=CC(=O)O)O 8-HydroxyEicosapentaenoic Acid